FC(C=1C(=C(C=CC1)[C@@H](C)NC(=O)C1=CN(C(C=C1NC1[C@@H]2CN(C[C@H]12)C)=O)[C@@H]1CC12CC2)F)F N-((R)-1-(3-(difluoromethyl)-2-fluorophenyl)ethyl)-4-(((1R,5S,6s)-3-methyl-3-azabicyclo[3.1.0]hexan-6-yl)amino)-6-oxo-1-((R)-spiro[2.2]pentan-1-yl)-1,6-dihydropyridine-3-carboxamide